FC(S(=O)(=O)OC=1CCCN(C1)C(=O)OC)(F)F methyl 5-(((trifluoromethyl)sulfonyl)oxy)-3,4-dihydropyridine-1(2H)-carboxylate